OC[C@@H]1OC(C[C@H]1O)OC (2S,3R)-2-(hydroxymethyl)-5-methoxyoxolan-3-ol